ClC=1C=C(C#N)C=C(C1N1C(=CC(C2=C(C=NC=C12)N1CC(C1)O)=O)C)Cl 3,5-dichloro-4-(5-(3-hydroxyazetidin-1-yl)-2-methyl-4-oxo-1,7-naphthyridin-1(4H)-yl)benzonitrile